2-hex-5-en-1,3-diynyl-5-prop-1-ynyl-thiophene C(#CC#CC=C)C=1SC(=CC1)C#CC